NC1=NNC2=CC=C(C(=C12)C1=C(C#N)C(=CN=C1)N1CC2(CN(C2)C(C#CC)=O)CC1)C 3-(3-amino-5-methyl-1H-indazol-4-yl)-5-(2-(but-2-ynoyl)-2,6-diazaspiro[3.4]octan-6-yl)isonicotinonitrile